N-{4-[2-(2-Chloro-6-fluorophenyl)acetamido]pyridin-2-yl}-N-(3-cyano-5-fluorophenyl)acetamide ClC1=C(C(=CC=C1)F)CC(=O)NC1=CC(=NC=C1)N(C(C)=O)C1=CC(=CC(=C1)F)C#N